tert-butyl (1R)-5,5-difluoro-1-methyl-2,7-diazaspiro[3.5]nonane-2-carboxylate FC1(C2(CN([C@@H]2C)C(=O)OC(C)(C)C)CCNC1)F